(1r,3r)-3-(6-(2-hydroxy-6-methyl-4-(trifluoromethyl)phenyl)-2H-pyrazolo[3,4-b]pyrazin-2-yl)cyclobutane-1-carbonitrile OC1=C(C(=CC(=C1)C(F)(F)F)C)C=1C=NC=2C(N1)=NN(C2)C2CC(C2)C#N